1-(6,7-Dimethoxyquinazolin-4-yl)propane-1,3-diamine COC=1C=C2C(=NC=NC2=CC1OC)C(CCN)N